[K+].[K+].P(=O)(OC1=C(C=C(C=C1)Cl)C(NC1=CC(=CC(=C1)C(F)(F)F)C(F)(F)F)=O)([O-])[O-] 2-((3,5-bis(trifluoromethyl)phenyl)carbamoyl)-4-chlorophenyl Phosphate-BisPotassium Salt